FC=1C=C2C(=C(NC2=C(C1)F)C1=CC=C(C=C1)F)CCCCN 4-[5,7-difluoro-2-(4-fluorophenyl)-1H-indol-3-yl]butan-1-amine